(R)-2-methyl-N-((S)-5-morpholino-1,3-dihydrospiro[indene-2,4'-piperidin]-3-yl)propane-2-sulfinamide 2,2,2-trifluoroacetate FC(C(=O)O)(F)F.CC(C)(C)[S@@](=O)N[C@@H]1C2=CC(=CC=C2CC12CCNCC2)N2CCOCC2